[Na].ClC=1C(=NC=CC1S)N1CCC(CC1)O 3-Chloro-2-(4-hydroxypiperidin-1-yl)pyridine-4-thiol sodium